NC1=NC(=NC(=N1)C1=CC=C(C=C1)OC)NC1=CC(=C(C=C1)O)C 4-((4-amino-6-(4-methoxyphenyl)-1,3,5-triazin-2-yl)amino)-2-methylphenol